(R)-3-(3,4-difluorophenyl)-1-methyl-1-(5-oxo-4,5,6,7,9,10-hexahydro-1H,3H-dipyrano[3,4-b:3',4'-d]pyridin-10-yl)urea FC=1C=C(C=CC1F)NC(N([C@H]1COCC=2NC(C3=C(C21)COCC3)=O)C)=O